3-Amino-7-[4-[6-chloro-4-[difluoro-[(2R)-morpholin-2-yl]methyl]-2-pyridyl]piperazin-1-yl]sulfonyl-2,3,3a,4-tetrahydropyrrolo[2,1-c][1,4]benzoxazin-1-one NC1CC(N2C1COC1=C2C=CC(=C1)S(=O)(=O)N1CCN(CC1)C1=NC(=CC(=C1)C([C@H]1CNCCO1)(F)F)Cl)=O